2-(4-(benzo[c]phenanthren-5-yl)naphthalen-1-yl)-4,4,5,5-tetramethyl-1,3,2-dioxaborolane C1=CC=CC=2C(=CC=3C=CC=4C=CC=CC4C3C21)C2=CC=C(C1=CC=CC=C21)B2OC(C(O2)(C)C)(C)C